ClC=1N=C(C(N(C1)CCS(=O)(=O)C)=O)N1[C@@H](COCC1)C (R)-5-chloro-3-(3-methylmorpholino)-1-(2-(methylsulfonyl)ethyl)pyrazin-2(1H)-one